BrC1=CN=C(S1)N(C(OC(C)(C)C)=O)C tert-Butyl 5-bromothiazol-2-yl(methyl)carbamate